CC1=CC=C(C(=O)O[C@@H](C(=O)O)[C@H](C(=O)O)OC(C2=CC=C(C=C2)C)=O)C=C1 (2R,3R)-2,3-bis((4-methylbenzoyl)oxy)succinic acid